N1(N=CC=C1)C1=C2C=CC(=NC2=CC=C1)C(=O)OC methyl 5-(1H-pyrazol-1-yl)quinoline-2-carboxylate